N-((5-(2-((5-fluoro-6-methoxy-2-methylquinazolin-4-yl)thio)acetyl)thiophen-2-yl)methyl)-2-hydroxyacetamide FC1=C2C(=NC(=NC2=CC=C1OC)C)SCC(=O)C1=CC=C(S1)CNC(CO)=O